OOOOCCCCCCCCC tetraoxatridecan